9-Fluoro-8-(5-fluoro-3-methyl-1H-indol-7-yl)-7-methoxy-1,4,4-trimethyl-5H-[1,2,4]triazolo[4,3-a]quinoxaline FC=1C(=C(C=C2NC(C=3N(C12)C(=NN3)C)(C)C)OC)C=3C=C(C=C1C(=CNC31)C)F